tert-butyl ((5-(cyanomethyl)-1-(4-(trifluoromethyl)phenyl)-1,2,3,4-tetrahydroquinolin-3-yl)methyl)carbamate C(#N)CC1=C2CC(CN(C2=CC=C1)C1=CC=C(C=C1)C(F)(F)F)CNC(OC(C)(C)C)=O